NC1=NC(=CC(=N1)N1CCC2(CCCC(N2C2=CC(=C(C=C2)F)F)=O)CC1)C(C(F)(F)F)(F)F 9-(2-amino-6-(perfluoroethyl)pyrimidin-4-yl)-1-(3,4-difluorophenyl)-1,9-diazaspiro[5.5]undecan-2-one